C(C)C=1C(NC2=CC3=C(C=C2C1)OCC[C@H]1N(C3=O)CCN(C1)C=1C=CC(=NC1)C(=O)NC)=O (R)-5-(10-ethyl-11,14-dioxo-1,2,4,4a,5,6,11,14-octahydro-3H,12H-pyrazino[1',2':5,6][1,5]oxazocino[2,3-g]quinolin-3-yl)-N-methylpicolinamide